FC(C=1C=C(C(=O)O)C=C(C1)C(F)(F)F)F 3-(difluoromethyl)-5-(trifluoromethyl)benzoic acid